BrC1=CC=C(C=C1)N1N=C(C(=C1)C1OC(C(N1CCC1=CC(=C(C=C1)N)N)=O)C)C1=CC=C(C=C1)F 2-(1-(4-bromophenyl)-3-(4-fluorophenyl)-1H-pyrazol-4-yl)-3-(3,4-diaminophenethyl)-5-methyloxazolidin-4-one